N[C@H](C)C1=CC=C(C(=O)NC2=CC=NC=C2)C=C1 (+)-(R)-4-(1-Aminoethyl)-N-(4-pyridyl)benzamide